(3R,4R)-4-(((3-cyclopropyl-7-((2-fluoro-4-(pyridin-2-yl)benzyl)amino)pyrazolo[1,5-a]pyrimidin-5-yl)amino)methyl)piperidin-3-ol C1(CC1)C=1C=NN2C1N=C(C=C2NCC2=C(C=C(C=C2)C2=NC=CC=C2)F)NC[C@@H]2[C@H](CNCC2)O